NC1=NC=2C=C(C(=CC2C2=C1COC2)C(=O)N2CC(C2)(C2=CC=C(C=C2)C(F)(F)F)O)F (4-amino-7-fluoro-1,3-dihydrofuro[3,4-c]quinolin-8-yl)(3-hydroxy-3-(4-(trifluoromethyl)phenyl)-1-azetidinyl)methanone